C(#N)C1=C(C=C(CC[C@@]2(CN(CC2)C(C)(C)C2=NC=CC=C2)C(=O)NC2(CC2)C(F)(F)F)C=C1)F (R)-3-(4-cyano-3-fluorophenethyl)-1-(2-(pyridin-2-yl)propan-2-yl)-N-(1-(trifluoromethyl)cyclopropyl)pyrrolidine-3-carboxamide